CC1=CC=CC2=C1NC(OC2=O)=O 8-methyl-2H-benzo[d][1,3]oxazine-2,4(1H)-dione